5-oxo-N6-phenylhexanediamide O=C(CCCC(=O)N)C(=O)NC1=CC=CC=C1